5-(3'-fluoro-2-methylbiphenyl-4-yl)-3,6-dihydro-2H-1,3,4-oxadiazin-2-one FC=1C=C(C=CC1)C1=C(C=C(C=C1)C1=NNC(OC1)=O)C